[C@H](C)(CC)OC([C@H](C)N)=O.ClC1=C(C(=O)NC2=C3C=NN(C3=CC=C2)C(C)C)C=C(C=C1)CNC(C(C)(C)C)=O 2-Chloro-5-{[(2,2-dimethylpropionyl)amino]methyl}-N-[1-(propan-2-yl)-1H-indazol-4-yl]benzamide (S)-(S)-Sec-butyl-2-aminopropanoate